BrC1=NC(=C(C=C1C)C)C 2-bromo-3,5,6-trimethylpyridine